ClC=1C=C2CCC(C2=CC1)C(=O)[O-] 5-chloro-2,3-dihydro-1H-indene-1-carboxylate